(R)-2-(3-aminopiperidin-1-yl)-N-(2-methyl-4-(4-morpholino-7H-pyrrolo[2,3-d]pyrimidin-6-yl)phenyl)pyrimidin-5-amine N[C@H]1CN(CCC1)C1=NC=C(C=N1)NC1=C(C=C(C=C1)C1=CC2=C(N=CN=C2N2CCOCC2)N1)C